4-(4-chloro-2-fluorophenyl)-N-((3R,5R)-5-fluoro-1-methylpiperidin-3-yl)-7,8-dihydro-5H-pyrano[3,4-d]pyridazin-1-amine ClC1=CC(=C(C=C1)C=1N=NC(=C2C1COCC2)N[C@H]2CN(C[C@@H](C2)F)C)F